CC(/C=C/C(=O)OCC)(C(C=C)C)C Ethyl (E)-4,4,5-trimethylhepta-2,6-dienoate